(S)-ethyl 2-(tert-butoxy)-2-(7-(4-chlorophenyl)-2-(3-(4-(cyclopropylmethyl)piperazin-1-yl)-1-methyl-1H-indazol-5-yl)-5-methylbenzo[d]thiazol-6-yl)acetate C(C)(C)(C)O[C@H](C(=O)OCC)C1=C(C2=C(N=C(S2)C=2C=C3C(=NN(C3=CC2)C)N2CCN(CC2)CC2CC2)C=C1C)C1=CC=C(C=C1)Cl